C1NCC12C[C@@H](CC2)CC=2C(=CC(=NC2)C(F)(F)F)C#N |r| 5-[[rac-(6R)-2-azaspiro[3.4]octan-6-yl]methyl]-2-(tri-fluoromethyl)pyridine-4-carbonitrile